3-(3-hydroxy-prop-1-yn-1-yl)phenol OCC#CC=1C=C(C=CC1)O